(S) or (R)-N'-((2,3-dicyclopropyl-6,7-dihydro-5H-cyclopenta[b]pyridin-4-yl)carbamoyl)-1-ethyl-4-fluoro-1H-pyrazole-3-sulfonimidamide C1(CC1)C1=C(C(=C2C(=N1)CCC2)NC(=O)N=[S@@](=O)(N)C2=NN(C=C2F)CC)C2CC2 |o1:16|